1-(1-Benzyl-1H-tetrazol-5-yl)-3,3-difluorocyclobutane-1-amine hydrochloride Cl.C(C1=CC=CC=C1)N1N=NN=C1C1(CC(C1)(F)F)N